(3R)-N'-[(1E)-(dimethylamino)methylidene]-3-(3-nitrophenyl)butanehydrazide CN(C)\C=N\NC(C[C@@H](C)C1=CC(=CC=C1)[N+](=O)[O-])=O